C1=C(NC=2C=CC3=C(C12)C=CC=C3)C(O)C3=CC=NC=C3 (3H-benzo[e]indol-2-yl)-pyridin-4-yl-methanol